2-(1-(3-amino-6-(2-hydroxyphenyl)pyridazin-4-yl)piperidin-4-yl)acetic acid NC=1N=NC(=CC1N1CCC(CC1)CC(=O)O)C1=C(C=CC=C1)O